1-(2-methoxy-5-((6-fluoro-3-methyl-1H-indol-2-yl)sulfonyl)phenyl)-4-(2,2,2-trichloroacetyl)piperazine 1-oxide COC1=C(C=C(C=C1)S(=O)(=O)C=1NC2=CC(=CC=C2C1C)F)[N+]1(CCN(CC1)C(C(Cl)(Cl)Cl)=O)[O-]